[Na+].[Na+].P(=O)(OCCCCCCCCCCCC)([O-])[O-].[K+] potassium monododecyl phosphate, disodium salt